4-morpholino-2-(3-phenylpyrazol-1-yl)-6-(4-pyridyl)furo[3,2-d]pyrimidine O1CCN(CC1)C=1C2=C(N=C(N1)N1N=C(C=C1)C1=CC=CC=C1)C=C(O2)C2=CC=NC=C2